tert-butyl ((1r,3r)-3-(4-(2-(4-((2-chloropyrimidin-5-yl)oxy) phenyl)propan-2-yl)phenoxy)cyclobutyl)carbamate ClC1=NC=C(C=N1)OC1=CC=C(C=C1)C(C)(C)C1=CC=C(OC2CC(C2)NC(OC(C)(C)C)=O)C=C1